NC1=C2C(=NC=N1)N(N=C2C2=CC=C(C=C2)CNC(=O)C=2OC1=C(C2)C=CC=C1)C(C)(C)C N-[[4-(4-amino-1-tert-butyl-pyrazolo[3,4-d]pyrimidin-3-yl)phenyl]methyl]benzofuran-2-carboxamide